CC1(COC1)OC(=O)N1CCN(CC1)C1=NC=2N(C=C1)N=CC2C=2C(=NC=CC2)F (3-methyloxetan-3-yl)-4-[3-(2-fluoro-3-pyridyl) pyrazolo[1,5-a]pyrimidin-5-yl]piperazine-1-carboxylate